methyl 4-bromo-2-(bromomethyl)-3,6-difluoro-benzoate BrC1=C(C(=C(C(=O)OC)C(=C1)F)CBr)F